C(C)OC(C(F)C1CN(CC1I)C(=O)OC(C)(C)C)=O tert-butyl 3-(2-ethoxy-1-fluoro-2-oxoethyl)-4-iodopyrrolidine-1-carboxylate